BrC1=C(C(=O)OC)C=C(C(=C1)F)C#N methyl 2-bromo-5-cyano-4-fluorobenzoate